(R)-4-(3-bromo-2-fluorophenyl)-1-(2,2-difluoro-1-(4-fluoro-phenyl)propyl)-1H-pyrazole BrC=1C(=C(C=CC1)C=1C=NN(C1)[C@@H](C(C)(F)F)C1=CC=C(C=C1)F)F